O=C1NC(CCC1N1C(C2=CC=C(C=C2C1)OC1CCN(CC1)C1CCN(CC1)C(=O)OC(C)(C)C)=O)=O tert-butyl 4-((2-(2,6-dioxopiperidin-3-yl)-1-oxoisoindolin-5-yl)oxy)-[1,4'-bipiperidine]-1'-carboxylate